S-(cyclobutyl-3,3-d2) ethanethioate C(C)(SC1CC(C1)([2H])[2H])=O